ClC1=CC(=C(C=C1)C1=C(N(N=N1)C)CN1N=CC(=CC1=O)C=1C=NN(C1)CC(F)F)F 2-[[5-(4-Chloro-2-fluorophenyl)-3-methyltriazol-4-yl]methyl]-5-[1-(2,2-difluoroethyl)pyrazol-4-yl]pyridazin-3-on